(4-phenoxyphenyl)sulfonium hexafluorophosphate F[P-](F)(F)(F)(F)F.O(C1=CC=CC=C1)C1=CC=C(C=C1)[SH2+]